BrC1=CC=CC(=N1)NC(=O)[C@H]1NC[C@H](C1)C#N (2s,4s)-N-(6-bromopyridin-2-yl)-4-cyanopyrrolidine-2-carboxamide